Cl.N[C@H]1C(=O)NCCCC1 D-(+)-alpha-amino-epsilon-caprolactam hydrochloride